COC[C@]1(CC[C@@H]2[C@H]3CC[C@]4([C@H]([C@@H]3CC[C@H]2C1)[C@H]1[C@@H]([C@@H]4[C@H](CN4N=C(N=N4)C)C)C1)C)O (2R,4aS,4bR,6aS,7R,7aS,8aR,8bR,8cR,10aS)-2-(methoxymethyl)-6a-methyl-7-((R)-1-(5-methyl-2H-tetrazol-2-yl)propan-2-yl)octadecahydrocyclopropa[4,5]cyclopenta[1,2-a]phenanthren-2-ol